Methyl (S)-2,3-bis((tert-butoxycarbonyl)amino)propanoate C(C)(C)(C)OC(=O)N[C@H](C(=O)OC)CNC(=O)OC(C)(C)C